2-ethoxy-4-formylphenyl 4-hydroxybenzoate OC1=CC=C(C(=O)OC2=C(C=C(C=C2)C=O)OCC)C=C1